ClC1=CC(=C(C=C1)CC=1N(C2=CC=C(C=C2C1)C(=O)NC(C1=CC=C(C=C1)S(=O)(=O)CC)([2H])[2H])CCF)C(F)(F)F 2-[[4-chloro-2-(trifluoromethyl)phenyl]methyl]-N-[dideuterio-(4-ethanesulfonylphenyl)methyl]-1-(2-fluoroethyl)indole-5-carboxamide